2-(3-(7-Hydroxy-4,5-dihydropyrazolo[1,5-a]quinolin-3-yl)propanamido)benzoic acid OC=1C=C2CCC=3N(C2=CC1)N=CC3CCC(=O)NC3=C(C(=O)O)C=CC=C3